(S)-(6,7-dichloro-8-hydroxy-1-methyl-1,3,4,5-tetrahydro-2H-pyrido[4,3-b]indol-2-yl)(5-methoxypyrimidin-2-yl)methanone ClC1=C(C(=CC=2C3=C(NC12)CCN([C@H]3C)C(=O)C3=NC=C(C=N3)OC)O)Cl